thiadiazolyl-amide S1N=NC(=C1)[NH-]